23-(oxetan-3-yl)tricos-22-enoic acid O1CC(C1)C=CCCCCCCCCCCCCCCCCCCCCC(=O)O